3-(6-(4-(2-amino-3-nitropyridin-4-yl)-1H-pyrazol-1-yl)pyridin-3-yl)-4,4,4-trifluorobutan-1-ol NC1=NC=CC(=C1[N+](=O)[O-])C=1C=NN(C1)C1=CC=C(C=N1)C(CCO)C(F)(F)F